[Na].C(CCCCCCCCCCCCCCCC)C(CCCCCCC=COC1=CC=C(C=C1)S(=O)(=O)O)F 4-[(heptadecyl-fluorononenyl)oxy]benzenesulfonic acid sodium